ClC1=C(C=CC(=C1)CCN[C@@H]([C@H]1CNC2=CC=CN=C2C1)C1=CC=CC=C1)CC(=O)O 2-(2-chloro-4-(2-(((S)-phenyl((R)-1,2,3,4-tetrahydro-1,5-naphthyridin-3-yl)methyl)amino)ethyl)phenyl)acetic acid